FC(C=1C(=C(C=CC1)[C@@H](C)NC1=NN=C(C=2C1=CN(C(C2)=O)C(C(=O)O)C)C)F)F 2-(4-(((R)-1-(3-(difluoromethyl)-2-Fluorophenyl)ethyl)amino)-1-methyl-7-oxopyrido[3,4-d]pyridazin-6(7H)-yl)propionic acid